BrC=1C(=C(C(=C2COCC12)I)N)F 7-bromo-6-fluoro-4-iodo-1,3-dihydroisobenzofuran-5-amine